COC(CCN1CCC(CC1)CN1[C@@H](CCC1)CO)=O (S)-3-(4-((2-(hydroxymethyl)pyrrolidin-1-yl)methyl)piperidin-1-yl)propionic acid methyl ester